COC([C@@](N)(CCCCN)C)=O 2-methyl-L-lysine methyl ester